1-(1-(2-methylfuran-3-carbonyl)piperidin-4-yl)-3-(4-(trifluoromethyl)phenyl)urea CC=1OC=CC1C(=O)N1CCC(CC1)NC(=O)NC1=CC=C(C=C1)C(F)(F)F